5-bromo-4-chloro-3-indol-ylphosphate BrC=1C(=C2C(=CNC2=CC1)OP(=O)([O-])[O-])Cl